OC=1N=C2CC(CCC2C(C1C#N)C1=NC(=CC2=CC=CC=C12)OC)(C)C 2-hydroxy-4-(3-methoxy-1-isoquinolyl)-7,7-dimethyl-4a,5,6,8-tetrahydro-4H-quinoline-3-carbonitrile